BrC1=NC=C(C(=C1)NC1CC(CC(C1)OC(F)F)NC(OC(C)(C)C)=O)[N+](=O)[O-] tert-butyl (3-((2-bromo-5-nitropyridin-4-yl)amino)-5-(difluoromethoxy)cyclohexyl)carbamate